2-(3-chlorophenylethynyl)aniline ClC=1C=C(C=CC1)C#CC1=C(N)C=CC=C1